2-(4-(Pyridin-2-Yl)Phenyl)Acetamide Benzenesulfonate Salt C1(=CC=CC=C1)S(=O)(=O)O.N1=C(C=CC=C1)C1=CC=C(C=C1)CC(=O)N